(R)-N-(2-((2-amino-6,7-difluoroquinazolin-4-yl)amino)hexyl)acetamide NC1=NC2=CC(=C(C=C2C(=N1)N[C@@H](CNC(C)=O)CCCC)F)F